(1S)-1-(1,3-thiazol-5-yl)ethylamine S1C=NC=C1[C@H](C)N